CNC(C1=C(C=CC=C1)NC1=NC(=NC=C1C(F)(F)F)NC1=CC=C(C=C1)C1=NN(C=C1)C)=O N-methyl-2-[(2-{[4-(1-methylpyrazol-3-yl)phenyl]amino}-5-(trifluoromethyl)pyrimidin-4-yl)amino]benzamide